benzyl 2,2,2-trichloroacetimidate ClC(C(OCC1=CC=CC=C1)=N)(Cl)Cl